4-[4-(3-cyclopropyl-4-fluorophenoxy)pyridin-2-yl]-2-methylbenzamide C1(CC1)C=1C=C(OC2=CC(=NC=C2)C2=CC(=C(C(=O)N)C=C2)C)C=CC1F